C1(=C(C(=CC(=C1)C)C)S(=O)(=O)C1=NC(=NN1)[N+](=O)[O-])C (mesitylenesulfonyl)-3-nitro-1,2,4-triazole